5-(4-Chlorophenyl)-N-(6-(4-isopropyl-4H-1,2,4-triazol-3-yl)pyridin-2-yl)-1H-pyrrol-2-carboxamid ClC1=CC=C(C=C1)C1=CC=C(N1)C(=O)NC1=NC(=CC=C1)C1=NN=CN1C(C)C